(S)-1-(2-((2-(pyrazolo[1,5-a]pyridin-3-yl)pyrimidin-4-yl)amino)-5-(1-(tetrahydro-2H-pyran-4-yl)-1H-pyrazol-4-yl)pyridin-4-yl)piperidin-3-ol N1=CC(=C2N1C=CC=C2)C2=NC=CC(=N2)NC2=NC=C(C(=C2)N2C[C@H](CCC2)O)C=2C=NN(C2)C2CCOCC2